B([O-])([O-])[O-].B([O-])([O-])[O-].B([O-])([O-])[O-].[Bi+3].BrC1=C(C(=CC(=C1)F)C)C(F)(F)F.[Bi+3].[Bi+3] 1-bromo-5-fluoro-3-methyl-2-(trifluoromethyl)benzene Bismuth triborate